C(C1=CC=CC=C1)OC1[C@@H](N([C@@H](C1)C)C(=O)OC)CO[C@@H]1CC[C@@H](CC1)C1=CC=CC=C1 methyl (2S,5R)-3-(benzyloxy)-5-methyl-2-((((CIS)-4-phenylcyclohexyl)oxy)methyl)pyrrolidine-1-carboxylate